C(C)(C)(C)OC(=O)C1CCCCC(C(CCC1)C(=O)OC(C)(C)C)(C1=CC=CC=C1)C1=CC=CC=C1 diphenylcyclodecane-6,10-dicarboxylic acid di-tert-butyl ester